C(C)OC1=NC=CC(=N1)C1=CC=2C=NC(=CC2N1)NC(=O)C=1C=CC=C2C=NNC12 N-(2-(2-ethoxypyrimidin-4-yl)-1H-pyrrolo[3,2-c]pyridin-6-yl)-1H-indazole-7-carboxamide